7-(5-fluoro-2-(((3S,4R)-3-hydroxytetrahydro-2H-pyran-4-yl)amino)pyrimidin-4-yl)-2-((4-hydroxy-4-methylpiperidin-1-yl)methyl)-1-isopropyl-3-methylquinolin-4(1H)-one FC=1C(=NC(=NC1)N[C@H]1[C@@H](COCC1)O)C1=CC=C2C(C(=C(N(C2=C1)C(C)C)CN1CCC(CC1)(C)O)C)=O